OCC(CO)OCC(COC(CO)CO)N1N=NC(=C1)CCCC(=O)O 4-(1-(1,3-bis((1,3-dihydroxypropan-2-yl)oxy)propan-2-yl)-1H-1,2,3-triazol-4-yl)butanoic acid